Cis-(7RS,9SR)-3-cyclopropyl-N-(2-methylpropyl)-7,9-bis[(4-pyridin-3-yl-1,2,4-triazol-3-yl)amino]-8,9-dihydro-7H-cyclopenta[h]isochinolin-5-sulfonamid C1(CC1)C=1N=CC=2C3=C(C=C(C2C1)S(=O)(=O)NCC(C)C)[C@@H](C[C@@H]3NC3=NN=CN3C=3C=NC=CC3)NC3=NN=CN3C=3C=NC=CC3 |r|